2-butyl-ammonium octanedioate C(CCCCCCC(=O)[O-])(=O)[O-].CC(CC)[NH3+].CC(CC)[NH3+]